CS(=NC(=O)C1=NC=C(N=C1)C1=NOC(=N1)C(F)(F)F)(C1=NC=CC=C1)=O N-(methyl(oxo)(pyridin-2-yl)-λ6-sulfaneylidene)-5-(5-(trifluoromethyl)-1,2,4-oxadiazol-3-yl)pyrazine-2-carboxamide